4-(5-bromo-6-methylpyridin-2-yl)-1-(cyanomethyl)-1H-1,2,3-triazole-5-carboxylic acid BrC=1C=CC(=NC1C)C=1N=NN(C1C(=O)O)CC#N